COC(CCCCC\C=C/CCCC)=O (Z)-7-dodecenoic acid methyl ester